C(C1=CC=CC=C1)OCCOCCOCCOCCOCCOCCOCCOS(=O)(=O)C1=CC=C(C=C1)C 2-[2-[2-[2-[2-[2-(2-benzyloxyethoxy)ethoxy]ethoxy]ethoxy] ethoxy]ethoxy]ethyl-4-methylbenzenesulfonate